2-(3-ethyl-[1,2,4]triazolo[4,3-a]pyridin-6-yl)-N-(4-methoxyphenyl)-6-(4-methylpiperazin-1-yl)imidazo[1,2-a]pyrazin-3-amine C(C)C1=NN=C2N1C=C(C=C2)C=2N=C1N(C=C(N=C1)N1CCN(CC1)C)C2NC2=CC=C(C=C2)OC